NC=1N=C(C=C2C=C(N=CC12)NC(=O)NCC1=CN=CS1)C=1C=NC=CC1CC 1-[8-amino-6-(4-ethyl-3-pyridyl)-2,7-naphthyridin-3-yl]-3-(thiazol-5-ylmethyl)urea